Sodium (2S,5R)-2-(N-glycylcarbamimidoyl)-7-oxo-1,6-diazabicyclo[3.2.1]octan-6-yl Sulfate S(=O)(=O)(ON1[C@@H]2CC[C@H](N(C1=O)C2)C(NC(CN)=O)=N)[O-].[Na+]